BOB(O)O borono (borinate)